Cyclopropyl-[(5s,7s)-7-fluoro-5-isopropyl-6,7-dihydro-5H-pyrrolo[1,2-b][1,2,4]triazol-2-yl]methanone sodium dodecyl-benzenesulphonate C(CCCCCCCCCCC)OS(=O)(=O)C1=CC=CC=C1.[Na].C1(CC1)C(=O)C=1N=C2N(N1)[C@@H](C[C@@H]2F)C(C)C